CCCCCCCC\C=C/CCCCCCCC(CCCCCCCC\C=C/CCCCCCCC)OC(CCC(=O)O)=O 4-(((9Z,27Z)-hexaTriacont-9,27-dien-18-yl)oxy)-4-oxobutanoic acid